CC1=C(C=CC=C1NCC=1SC=2CNCCC2N1)C1=C(C(=CC=C1)NCC=1SC=2CNCCC2N1)C 2,2'-dimethyl-N3,N3'-bis((4,5,6,7-tetrahydrothiazolo[5,4-c]pyridin-2-yl)methyl)-[1,1'-biphenyl]-3,3'-diamine